N=1N=CN(C1)C1=CC(=C2C=NNC2=C1)NC(CC1=NN=C(N1)CCNCC1=CC(=C(C=C1)OC(F)(F)F)Cl)=O N-(6-(4H-1,2,4-triazol-4-yl)-1H-indazol-4-yl)-2-(5-(2-((3-chloro-4-(trifluoromethoxy)benzyl)amino)ethyl)-4H-1,2,4-triazol-3-yl)acetamide